FC(C1=CC=C2C(=NN(C2=C1)CC1=CC=C(C=C1)C(F)(F)F)N)(F)F 6-(trifluoromethyl)-1-(4-(trifluoromethyl)benzyl)-1H-indazol-3-amine